C1(CCCCC1)C(COCC)C(COCC)C1CCCCC1 2,3-dicyclohexyl-1,4-diethoxybutane